methyl 4-[4-[tert-butoxycarbonyl(cyclopropyl)amino]-1-piperidyl]-3-[[tert-butyl(dimethyl)silyl]oxymethyl]-2-methyl-indazole-7-carboxylate C(C)(C)(C)OC(=O)N(C1CCN(CC1)C=1C2=C(N(N=C2C(=CC1)C(=O)OC)C)CO[Si](C)(C)C(C)(C)C)C1CC1